CN1N=C(C=C1C)NC1=NC=C(C(=N1)C1=CNC2=C(C=CC=C12)NC(C)=O)CC N-(3-(2-((1,5-dimethyl-1H-pyrazol-3-yl)amino)-5-ethylpyrimidin-4-yl)-1H-indol-7-yl)acetamide